hexacosyl n-propanoate C(CC)(=O)OCCCCCCCCCCCCCCCCCCCCCCCCCC